Dimethyl fumarate Dimethyl-fumarate C\C(=C(/C(=O)O)\C)\C(=O)O.C(\C=C\C(=O)OC)(=O)OC